diethyl-tris(2,4-pentanedionyl)aluminum (III) C(C)C(C(CC(C[Al](CC(CC(C)=O)=O)CC(CC(C)=O)=O)=O)=O)CC